C(CCCCCC(C)C)OC(C=1C=C(C(=O)OCCCCCC)C=CC1)=O isophthalic acid (n-hexyl) (isononyl) ester